COC1=CC=C(CN(C=2C=3N(C=C(N2)C=2C(=C(C#N)C=CC2)F)N=C(N3)C(C3=C(C=CC=C3F)F)O[Si](C)(C)C(C)(C)C)CC3=CC=C(C=C3)OC)C=C1 3-(8-(bis(4-methoxybenzyl)amino)-2-(((tert-butyldimethylsilyl)oxy)(2,6-difluorophenyl)methyl)-[1,2,4]triazolo[1,5-a]pyrazin-6-yl)-2-fluorobenzonitrile